C1(CC(C(CC1)C(C)C)O)(C)CCCCC\C=C/C\C=C/CCCCCCCC(=O)O menthol-linoleic acid